2-(1,1-dioxothian-3-yl)acetic acid O=S1(CC(CCC1)CC(=O)O)=O